3-methoxy-1-(pyrazin-2-yl)-1H-pyrazole-4-carbonyl chloride COC1=NN(C=C1C(=O)Cl)C1=NC=CN=C1